S1C(=NN=C1)OC1=C(C=C(C=C1)NC(=O)C1CC(C1)OC1=CC=C(C=C1)OC)C N-(4-((1,3,4-thiadiazol-2-yl)oxy)-3-methylphenyl)-3-(4-methoxyphenoxy)cyclobutane-1-carboxamide